(S)-3-((S)-2-(2-((2-fluorophenyl)amino)-2-oxoacetamido)-4-methylpentanamido)-2-oxo-4-((S)-2-oxopiperidin-3-yl)butyl 2-cyanobenzoate C(#N)C1=C(C(=O)OCC([C@H](C[C@H]2C(NCCC2)=O)NC([C@H](CC(C)C)NC(C(=O)NC2=C(C=CC=C2)F)=O)=O)=O)C=CC=C1